N-(2-((6-(2,6-dichloro-3,5-dimethoxyphenyl)-8-(((1-methylpiperidin-4-yl)methyl)amino)pyrido[3,4-d]pyrimidin-2-yl)amino)-3-methyl-phenyl)acrylamide ClC1=C(C(=C(C=C1OC)OC)Cl)C1=CC2=C(N=C(N=C2)NC2=C(C=CC=C2C)NC(C=C)=O)C(=N1)NCC1CCN(CC1)C